3,5-dihydroxyphthalic acid OC1=C(C(C(=O)O)=CC(=C1)O)C(=O)O